2,2-difluoro-4-(6-fluoropyridine-2-oxy)-7-(trifluoromethylsulfanyl)-2,3-dihydro-1H-inden-1-ol FC1(C(C2=C(C=CC(=C2C1)OC1=NC(=CC=C1)F)SC(F)(F)F)O)F